NC(CCCC)C1(OC2=C(C1)C(=C(C(=C2)F)C#C)C2=C(C(=O)N)C=CC(=C2F)OCCO)C2=CC=CC=C2 2-(2-(1-aminopentyl)-5-ethynyl-6-fluoro-2-phenyl-2,3-dihydrobenzofuran-4-yl)-3-fluoro-4-(2-hydroxyethoxy)benzamide